ClC1=CC=C(C(=N1)C(=O)NS(=O)(=O)C)N[C@H](C)C=1C=C(C=C2C(N(C(=NC12)N1C[C@@H](CCC1)C1=NC=C(C=N1)Cl)C)=O)C |o1:29| 6-chloro-3-(((R)-1-(2-((R*)-3-(5-chloropyrimidin-2-yl)piperidin-1-yl)-3,6-dimethyl-4-oxo-3,4-dihydroquinazolin-8-yl)ethyl)amino)-N-(methylsulfonyl)picolinamide